1,1,1,3,3,3-Hexafluoropropan-2-yl (R)-1-((6-(methylcarbamoyl)pyridin-3-yl)carbamoyl)-6-azaspiro[2.5]octan-6-carboxylat CNC(=O)C1=CC=C(C=N1)NC(=O)[C@@H]1CC12CCN(CC2)C(=O)OC(C(F)(F)F)C(F)(F)F